4-[4-[(2,6-dioxo-3-piperidinyl)amino]-2-fluoro-phenyl]piperidine-1-carboxylic acid tert-butyl ester C(C)(C)(C)OC(=O)N1CCC(CC1)C1=C(C=C(C=C1)NC1C(NC(CC1)=O)=O)F